(18R)-30-Oxa-26λ6-thia-19,27,29,32-tetraazapentacyclo[16.11.2.13,28.121,25.04,9]tritriaconta-1,3(32),4(9),5,7,21(33),22,24,28-nonaene-20,26,26-trione C12=CC=3C=4C=CC=CC4CCCCCCCC[C@@H](NC(C=4C=CC=C(S(NC(=N1)N3)(=O)=O)C4)=O)CO2